C1(C=CC(N1CC1CCC(CC1)C(=O)[O-])=O)=O (4-[maleimidomethyl])Cyclohexane-1-carboxylate